2-FLUORO-4-FORMYLPHENYLBORONIC ACID FC1=C(C=CC(=C1)C=O)B(O)O